(2R,5S)-1-(4-fluorobenzoyl)-5-[5-(4-fluorophenyl)-1,2,4-oxadiazol-3-yl]-2-methylpiperidine FC1=CC=C(C(=O)N2[C@@H](CC[C@@H](C2)C2=NOC(=N2)C2=CC=C(C=C2)F)C)C=C1